4-(2-thienyl)-6-(4-chlorophenyl)-2-amino-3-cyanopyridine S1C(=CC=C1)C1=C(C(=NC(=C1)C1=CC=C(C=C1)Cl)N)C#N